6-{4-[(2R)-2-ethyl-5-oxopyrrolidin-1-yl]piperidin-1-yl}-2-azaspiro[3.4]octane-2-carboxylic acid methyl ester COC(=O)N1CC2(C1)CC(CC2)N2CCC(CC2)N2[C@@H](CCC2=O)CC